3-cyano-4-hydroxy-1,5-naphthyridine C(#N)C=1C=NC2=CC=CN=C2C1O